COC(C1=NC=C(C=C1)B1OC(C(O1)(C)C)(C)C)=O.C1(CC2C(CC1)O2)CC[Si](OC)(OC)OC 2-(3,4-epoxycyclohexyl)ethyl-trimethoxysilane methyl-5-(4,4,5,5-tetramethyl-1,3,2-dioxaborolan-2-yl)picolinate